OC1=C(C=CC=C1)NC1=NC(=CC(=N1)C(=O)N(C1=CC=CC=C1)C)NC(C)(CC(C)(C)C)C 2-((2-Hydroxyphenyl)amino)-N-methyl-N-phenyl-6-((2,4,4-trimethylpentan-2-yl)amino)pyrimidine-4-carboxamide